N6,N6-bis(3-((S)-3-(tert-butoxy)-2-((R)-1-(tert-butoxycarbonyl)pyrrolidin-3-yl)-3-oxopropyl)-5-fluorobenzyl)-N2-(tert-butoxycarbonyl)-L-lysine C(C)(C)(C)OC([C@@H](CC=1C=C(CN(CCCC[C@H](NC(=O)OC(C)(C)C)C(=O)O)CC2=CC(=CC(=C2)F)C[C@H](C(OC(C)(C)C)=O)[C@@H]2CN(CC2)C(=O)OC(C)(C)C)C=C(C1)F)[C@@H]1CN(CC1)C(=O)OC(C)(C)C)=O